C(CCC)S(=O)(=O)N1CCC(CC1)N(C(=O)C=1N=CC2=CC=CC=C2C1)CCC(F)(F)F N-(1-(butylsulfonyl)piperidin-4-yl)-N-(3,3,3-trifluoropropyl)isoquinoline-3-carboxamide